3-(4-((3-aminocyclobutyl)amino)-1,2,5-oxadiazol-3-yl)-4-(3-bromo-4-fluorophenyl)-1,2,4-oxadiazol-5(4H)-one NC1CC(C1)NC=1C(=NON1)C1=NOC(N1C1=CC(=C(C=C1)F)Br)=O